diethyl-3H-xanthen-3-iminium chloride [Cl-].C(C)C1=C(C2=CC3=CC=CC=C3OC2=CC1=[NH2+])CC